NC1=C(N=NC(=C1)C1=C(C=CC(=C1)Cl)F)N(C)CC1C(OCC1)=O 3-({[4-amino-6-(5-chloro-2-fluorophenyl)pyridazin-3-yl](methyl)amino}methyl)oxolan-2-one